3-chloro-6-[6-(dimethylphosphoryl)pyridin-3-yl]-7-fluoro-N-[(1R)-1-(2-fluorophenyl)ethyl]-2-methylquinolin-4-amine ClC=1C(=NC2=CC(=C(C=C2C1N[C@H](C)C1=C(C=CC=C1)F)C=1C=NC(=CC1)P(=O)(C)C)F)C